BrC1=C(C=C(N1)C(=O)OC)C1=CC=C(C=C1)C#N methyl 5-bromo-4-(4-cyanophenyl)-1H-pyrrole-2-carboxylate